N=1N=CN2C1C=CC(=C2)C2=CNC=1N=C(N=CC12)NC1CC(C1)(C)NC(CC)=O N-((1r,3r)-3-((5-([1,2,4]triazolo[4,3-a]pyridin-6-yl)-7H-pyrrolo[2,3-d]pyrimidin-2-yl)amino)-1-methylcyclobutyl)propionamide